3-[5-[3-[4-[(3R,5R)-5-[(1,5-dimethyl-6-oxo-pyridazin-4-yl)amino]-1-methyl-3-piperidyl]benzoyl]-3,9-diazaspiro[5.5]undecan-9-yl]-2-pyridyl]piperidine-2,6-dione CN1N=CC(=C(C1=O)C)N[C@@H]1C[C@@H](CN(C1)C)C1=CC=C(C(=O)N2CCC3(CC2)CCN(CC3)C=3C=CC(=NC3)C3C(NC(CC3)=O)=O)C=C1